6-(piperazin-1-yl)-1H-indazole N1(CCNCC1)C1=CC=C2C=NNC2=C1